7-methyl-1,5,7-triazabicyclo[4.4.0]-dec-5-ene CN1C2=NCCCN2CCC1